FC1=C2C(=CC(=CC2=CC=C1F)CC(=O)[O-])OCOC [5,6-difluoro-4-(methoxymethoxy)-2-naphthyl]acetate